BrC1=C(C=CC=C1)Cl 1-Bromo-2-chlorobenzene